FC1=CC=C(C=C1)C1=NC=2C(=NC(=CC2)I)N1C1=CC=NC=C1 2-(4-fluorophenyl)-5-iodo-3-(4-pyridyl)imidazo[4,5-b]pyridine